3-[2-(3-bromophenyl)phenyl]-4-methyl-1,2,4-triazole BrC=1C=C(C=CC1)C1=C(C=CC=C1)C1=NN=CN1C